Chloro-2-(hydroxymethyl)-5,5-dimethyl-5,6-dihydro-[1,1'-biphenyl]-3(4H)-one ClC1C(C(=C(CC1(C)C)C1=CC=CC=C1)CO)=O